[Na+].[Na+].C12(CCC(CC1)C2)C(=O)[O-].C21(CCC(CC2)C1)C(=O)[O-] bis(bicyclo[2.2.1]heptane-1-carboxylic acid) disodium salt